10-propyl-5,9-tridecadien-1-ol C(CC)C(=CCCC=CCCCCO)CCC